Ethyl 3-cyclopropyl-6-(2,3-dihydro-1,4-benzodioxin-6-yl)-4-oxo-4,5-dihydropyrazolo[1,5-a]pyrazine-2-carboxylate C1(CC1)C=1C(=NN2C1C(NC(=C2)C2=CC1=C(OCCO1)C=C2)=O)C(=O)OCC